(2R,4R)-1-(2-(benzo[c][1,2,5]oxadiazol-5-ylmethoxy)-4-((2-chloro-[1,1'-biphenyl]-3-yl)methoxy)-5-nitrobenzyl)-4-hydroxypyrrolidine-2-carboxylic acid N=1ON=C2C1C=CC(=C2)COC2=C(CN1[C@H](C[C@H](C1)O)C(=O)O)C=C(C(=C2)OCC=2C(=C(C=CC2)C2=CC=CC=C2)Cl)[N+](=O)[O-]